N(=O)N[C@@H](CCCNC(N)=N)C(=O)O nitrosoarginine